2-((5-(7-((1-((1,4-diazepan-1-yl)sulfonyl)piperidin-4-yl)methyl)-2,7-Diazaspiro[3.5]nonan-2-yl)-1,2,4-triazin-6-yl)oxy)-5-fluoro-N,N-diisopropylbenzamide hydrochloride Salt Cl.N1(CCNCCC1)S(=O)(=O)N1CCC(CC1)CN1CCC2(CN(C2)C=2N=CN=NC2OC2=C(C(=O)N(C(C)C)C(C)C)C=C(C=C2)F)CC1